[P].C(C=C)N allyl-amine phosphorus